N[C@]1(CN(CCC1)C=1C(=CC(=NC1)C1=CC=C(C=C1)F)CN1C=NC=2C(=NC=CC21)N)CC2=NN(C=C2)C (S)-1-((5-(3-amino-3-((1-methyl-1H-pyrazol-3-yl)methyl)piperidin-1-yl)-2-(4-fluorophenyl)pyridin-4-yl)methyl)-1H-imidazo[4,5-c]pyridin-4-amine